BrC=1C(=NC(=C(C1)Cl)C(F)(F)F)N 3-bromo-5-chloro-6-(trifluoromethyl)pyridin-2-amine